C(#N)[C@H](C[C@H]1C(NCC1)=O)NC(=O)[C@@H]1[C@H]2C([C@H]2CN1C([C@H](C(C)(C)C)NC(=O)N1CC(C1)(F)F)=O)(C)C (1R,2S,5S)-N-((S)-1-cyano-2-((S)-2-oxopyrrolidin-3-yl)ethyl)-3-((S)-2-(3,3-difluoroazetidine-1-carboxamido)-3,3-dimethylbutyryl)-6,6-dimethyl-3-azabicyclo[3.1.0]hexane-2-carboxamide